9-allyl-6-iodo-9H-purin-2-amine C(C=C)N1C2=NC(=NC(=C2N=C1)I)N